ClC1=CC=C(C=C1)N1C2=NC(=NC(=C2N=C1C=1C=NC=CC1)N1CCC(CC1)(C(=O)N)C)OCC(C)(C)O [9-(4-chlorophenyl)-2-(2-hydroxy-2-methyl-propoxy)-8-(3-pyridinyl)purin-6-yl]-4-methyl-piperidine-4-carboxamide